2'-fluoro-thymidine-5'-triphosphate P(O)(=O)(OP(=O)(O)OP(=O)(O)O)OC[C@@H]1[C@H](C([C@@H](O1)N1C(=O)NC(=O)C(C)=C1)F)O